[2H]C(COC1=NN(C=C1)C1(CN=CC=C1)C(=O)[O-])(CC1(CC1)C(F)(F)F)[2H] 3-[2,2-dideuterio-3-[1-(trifluoromethyl) cyclopropyl]propoxylpyrazol-1-yl]pyridine-3-carboxylate